C(N)(=O)C1=CC(=NC=N1)N1N=CN=C1[C@H](C)N(C(OC(C)(C)C)=O)C tert-butyl N-[(1S)-1-[2-(6-carbamoyl-pyrimidin-4-yl)-1,2,4-triazol-3-yl] ethyl]-N-methyl-carbamate